(1R,2S,3R,4R)-3-((tert-Butyloxycarbonyl)amino)-6-ethylidenebicyclo[2.2.1]heptane-2-carboxylic acid methyl ester COC(=O)[C@H]1[C@@H]2C(C[C@H]([C@H]1NC(=O)OC(C)(C)C)C2)=CC